4-methylhexane-3-ol CC(C(CC)O)CC